COC(C1=C(C(=C(C(=C1C)OC)OC)F)I)=O 3-Fluoro-2-iodo-4,5-dimethoxy-6-methylbenzoic acid methyl ester